1,2-bis(ethoxysilyl)butane C(C)O[SiH2]CC(CC)[SiH2]OCC